FC=1C(=NC=CC1)N1N(CC(C1)C)C=O (2-(3-fluoropyridin-2-yl)-4-methylpyrazolidin-1-yl)methanone